N-[1'-[7-(3-chloro-2-methyl-4-pyridinyl)-6-methyl-pyrazolo[1,5-a]pyrazin-4-yl]-5-fluoro-spiro[indan-2,4'-piperidin]-1-ylidene]-2-methyl-propane-2-sulfinamide ClC=1C(=NC=CC1C1=C(N=C(C=2N1N=CC2)N2CCC1(CC2)C(C2=CC=C(C=C2C1)F)=NS(=O)C(C)(C)C)C)C